pent-4-ynoic acid [(S)-1-(4-fluoro-phenyl)-ethyl]-amide FC1=CC=C(C=C1)[C@H](C)NC(CCC#C)=O